propyl-1-(p-propylphenyl)benzo[d][1,3,2]thiaselenazol-1-one C(CC)C1=CC=CC2=C1[Se]NS2(=O)C2=CC=C(C=C2)CCC